FC1(C(C1)C(=O)[O-])C1=NC=CC(=N1)C 2-fluoro-2-(4-methylpyrimidin-2-yl)cyclopropane-1-carboxylate